8-(4,4-difluoropiperidin-1-yl)-3-fluoro-2-methylimidazo[1,2-a]pyrazin-6-amine FC1(CCN(CC1)C=1C=2N(C=C(N1)N)C(=C(N2)C)F)F